CN(CCS(=O)(=O)[O-])C(CCCCCCC\C=C/CCCCCCCC)=O.[Na+] sodium 2-(methyloleoylamino)ethane-1-sulphonate